6-(benzo[b]thiophen-2-yl)-N-methyl-N-(2,2,6,6-tetra-methylpiperidin-4-yl)pyridazin-3-amine S1C2=C(C=C1C1=CC=C(N=N1)N(C1CC(NC(C1)(C)C)(C)C)C)C=CC=C2